ClC1=C(C=CC=C1SC=1N(C2=C(CN(CC2)C)N1)C)C1=C(C(=CC=C1)C=1OC2=C(N1)C=C(C=C2C#N)CO)C 2-(2'-chloro-3'-((1,5-dimethyl-4,5,6,7-tetrahydro-1H-imidazo[4,5-c]pyridin-2-yl)thio)-2-methyl-[1,1'-biphenyl]-3-yl)-5-(hydroxymethyl)benzo[d]oxazole-7-carbonitrile